FC1=CC2=C(C(CO2)C=2CNCCC2)C=C1 3-(6-fluoro-2,3-dihydro-1-benzofuran-3-yl)-1,2,5,6-tetrahydropyridine